ClC1=CC=C(OCC(=O)O)C=C1 p-chloro-phenoxyacetic acid